O[C@@H]1C[C@H](N(C1)C(=O)OC(C)(C)C)C(N(C)OC)=O tert-butyl (2S,4R)-4-hydroxy-2-(methoxy(methyl)carbamoyl)pyrrolidine-1-carboxylate